5-(4-((1-methyl-6-oxo-1,6-dihydropyridin-3-yl)ethynyl)phenoxy)-1H-1,2,3-triazole-4-carboxylic acid CN1C=C(C=CC1=O)C#CC1=CC=C(OC2=C(N=NN2)C(=O)O)C=C1